N-(3-(2'-fluoro-[1,1'-biphenyl]-4-yl)propyl)-1,3-dimethyl-1H-pyrazole-5-carboxamide FC1=C(C=CC=C1)C1=CC=C(C=C1)CCCNC(=O)C1=CC(=NN1C)C